methyl 3-iodo-1,5-dimethyl-1H-pyrazole-4-carboxylate IC1=NN(C(=C1C(=O)OC)C)C